C1CN2C(=CC=C2C(=O)C3=CC=CC=C3)C1C(=O)[O-] The molecule is a monocarboxylic acid anion resulting from the removal of a proton from the carboxy group of ketorolac. The major species at pH 7.3. It is a monocarboxylic acid anion and an amino-acid anion. It is a conjugate base of a ketorolac.